O=C1NC(CCC1N1C(C2=CC=C(C=C2C1)N1CCC(CC1)CC1CCNCC1)=O)=O 4-((1-(2-(2,6-dioxopiperidin-3-yl)-1-oxoisoindolin-5-yl)piperidin-4-yl)methyl)piperidine